(±)-N-(4-(4-(2-amino-6-methylpyrimidin-4-yl)-1,4-oxazepan-3-yl)-3-chlorophenyl)-2,2-difluoropropionamide NC1=NC(=CC(=N1)N1[C@@H](COCCC1)C1=C(C=C(C=C1)NC(C(C)(F)F)=O)Cl)C |r|